4-(3-chlorophenoxy)-2-(1-(3,4-difluorophenyl)-2-oxo-1,9-diazaspiro[5.5]undecan-9-yl)pyridine 1-oxide ClC=1C=C(OC2=CC(=[N+](C=C2)[O-])N2CCC3(CCCC(N3C3=CC(=C(C=C3)F)F)=O)CC2)C=CC1